tert-butyl (1-(5-(3-cyano-6-ethoxypyrazolo[1,5-a]pyridin-4-yl)pyridin-2-yl)-4-(morpholinomethyl)piperidin-4-yl)carbamate C(#N)C=1C=NN2C1C(=CC(=C2)OCC)C=2C=CC(=NC2)N2CCC(CC2)(CN2CCOCC2)NC(OC(C)(C)C)=O